5-methyl-1-(1-(4-((3ar,5r,6as)-octahydrocyclopenta[c]pyrrol-5-yl)benzyl)-1H-indol-5-yl)-1H-pyrazole-3-carboxamide CC1=CC(=NN1C=1C=C2C=CN(C2=CC1)CC1=CC=C(C=C1)C1C[C@@H]2[C@@H](CNC2)C1)C(=O)N